O1C(CCCC1)OC1=CC=C(C=C1)C(C=C)=O 1-[4-(oxan-2-yloxy)phenyl]prop-2-en-1-one